N-{8-(dimethylamino)-7-hydroxychroman-4-yl}acrylamide CN(C=1C(=CC=C2C(CCOC12)NC(C=C)=O)O)C